C(C)(C)(C)OC(N[C@H](COC1=C(C(=CC(=C1)C)CCCCO)F)CCC(N)=O)=O.C(C)(C)(C)[Si](OCC#C)(C)C tert-butyldimethyl-(prop-2-ynyloxy)silane Tert-butyl-N-[(2S)-4-carbamoyl-1-[2-fluoro-3-(4-hydroxybutyl)-5-methylphenoxy]butan-2-yl]carbamate